C(C1=CC=CC=C1)OC1=C(C(=C(C=C1)Br)I)F (benzyloxy)-4-bromo-2-fluoro-3-iodobenzene